N-(6-((1H-pyrazol-1-yl)methyl)-4-(fluoromethoxy)benzo[d]isoxazol-3-yl)-2,4-dimethoxy-6-(trifluoromethyl)pyridine-3-sulfonamide N1(N=CC=C1)CC1=CC2=C(C(=NO2)NS(=O)(=O)C=2C(=NC(=CC2OC)C(F)(F)F)OC)C(=C1)OCF